NC=1N=NC(=CC1N1C[C@@H](O[C@@H](C1)C)C1=CC=C(C(=O)OC)C=C1)C1=C(C=CC=C1)O Methyl 4-((2S,6R)-4-(3-amino-6-(2-hydroxyphenyl)pyridazin-4-yl)-6-methylmorpholin-2-yl)benzoate